ClC=1C=C(C=NC1N1N=CC=N1)NC(=O)C=1C=NN(C1C(F)(F)F)C1=CC(=NC2=CC=CC=C12)C(=O)N 4-(4-((5-Chloro-6-(2H-1,2,3-triazol-2-yl)pyridin-3-yl)carbamoyl)-5-(trifluoromethyl)-1H-pyrazol-1-yl)chinolin-2-carboxamid